tert-butyl (2-chloro-4-(2-(cyclopropanecarboxamido)pyridin-4-yl)benzyl)carbamate ClC1=C(CNC(OC(C)(C)C)=O)C=CC(=C1)C1=CC(=NC=C1)NC(=O)C1CC1